2-(3-(4-(2-(4-methoxyphenyl)but-3-yn-2-yl)thiazol-2-yl)ureido)ethanesulfonamide lauroyl-glutamate triethanolamine salt N(CCO)(CCO)CCO.C(CCCCCCCCCCC)(=O)N[C@@H](CCC(=O)O)C(=O)O.COC1=CC=C(C=C1)C(C)(C#C)C=1N=C(SC1)NC(NCCS(=O)(=O)N)=O